2-[(1H-Pyrazol-5-ylmethyl)amino]propane-1,3-diol N1N=CC=C1CNC(CO)CO